C[Si](C)(C)O[Si](C)(C(C(C(CCC(F)(F)F)(F)F)(F)F)(F)F)C(C(C(CCC(F)(F)F)(F)F)(F)F)(F)F bis(nonafluorohexyl)tetramethyldisiloxane